C(C)C1=CC=C(C=C1)N1C(N(C=C1)CC1=CC(=C(OC(C(=O)O)(C)C)C(=C1)C)C)=O 2-(4-((3-(4-ethylphenyl)-2-oxo-2,3-dihydro-1H-imidazol-1-yl)methyl)-2,6-dimethylphenoxy)-2-methylpropanoic acid